acrylamido-ethyltriethoxysilane C(C=C)(=O)NC(C)O[Si](OCC)(OCC)CC